1,1,3,3-tetra(methoxy)propane tert-butyl-(1S,3R,5S)-3-ethynyl-2-azabicyclo[3.1.0]hexane-2-carboxylate C(C)(C)(C)OC(=O)N1[C@H]2C[C@H]2C[C@@H]1C#C.COC(CC(OC)OC)OC